C(C)(C)C1=CC=C(C=C1)C1=NC(=NN1C)C=O (5-(4-isopropylphenyl)-1-methyl-1H-1,2,4-triazol-3-yl)methanone